4-(3,4-difluorophenyl)-N-(5-hydroxypyridin-2-yl)-1,4-diazepane-1-carboxamide FC=1C=C(C=CC1F)N1CCN(CCC1)C(=O)NC1=NC=C(C=C1)O